CN(C(C1=NC=C(C=C1)C1=CNC2=NC=C(C=C21)C=2C=C1CCOCC1=C(C2)[C@H]2NCCC2)=O)C (S)-N,N-Dimethyl-5-(5-(8-(pyrrolidin-2-yl)isochroman-6-yl)-1H-pyrrolo[2,3-b]pyridin-3-yl)Picolinamide